[(1S,6S)-3-methyl-6-prop-1-en-2-ylcyclohex-2-en-1-yl]benzene CC1=C[C@@H]([C@H](CC1)C(=C)C)C1=CC=CC=C1